BrCC(COC)OC 1-bromo-2,3-dimethoxypropane